2-(5-bromopyridin-2-yl)-2,2-difluoroacetic acid BrC=1C=CC(=NC1)C(C(=O)O)(F)F